trans-4-((6-Fluoro-4-methoxy-5-(quinolin-6-yl)pyrrolo[2,1-f][1,2,4]triazin-2-yl)amino)-1-methylcyclohexan-1-ol FC=1C(=C2C(=NC(=NN2C1)NC1CCC(CC1)(O)C)OC)C=1C=C2C=CC=NC2=CC1